N1C=CC2=CC(=CC=C12)N1C(NC(CC1)=O)=O 1-(1H-Indol-5-yl)dihydropyrimidine-2,4(1H,3H)-dione